cesium methyl benzenedisulfonate C=1(C(=CC=CC1)S(=O)(=O)[O-])S(=O)(=O)OC.[Cs+]